2-[2-(1-pyrrolidinyl)ethoxy]propyl-N-methyl-N-isopropyl-amine N1(CCCC1)CCOC(CN(C(C)C)C)C